OC1CC2(C1)CN(CCC2)C(=O)OC(C)(C)C tert-butyl 2-hydroxy-6-azaspiro[3.5]nonane-6-carboxylate